4-Bromo-8-(2-chloro-5-fluorophenyl)-2-(3-fluoro-5-(trifluoromethyl)phenyl)-7-(4-methoxybenzyl)-7,8-dihydroimidazo[4,5-e]isoindol-6(1H)-one BrC1=C2C(=C3C(N(C(C3=C1)=O)CC1=CC=C(C=C1)OC)C1=C(C=CC(=C1)F)Cl)NC(=N2)C2=CC(=CC(=C2)C(F)(F)F)F